BrC1=C(C=C2CN(C(C2=C1)=O)C1C(NC(CC1)=O)=O)CN(C)C1CCN(CC1)C1=CC=C(C=C1)[C@H]1[C@H](COC2=CC(=CC=C12)O)C1=CC=CC=C1 3-(6-bromo-5-(((1-(4-((3S,4R)-7-hydroxy-3-phenylchroman-4-yl)phenyl)piperidine-4-yl)(methyl)amino)methyl)-1-oxoisoindolin-2-yl)piperidine-2,6-dione